ClC=1C=C(C=CC1F)NC(N(C)C(C)C1=CN=C(C2=CC=CC=C12)C#N)=O 3-(3-Chloro-4-fluorophenyl)-1-(1-(1-cyanoisoquinolin-4-yl)ethyl)-1-methylurea